ClC1=C(CN2C(N([C@H](C3=CC=C(C=C23)C(=O)NCC2=CC(=CC(=C2)OCCO)F)C)C)=O)C(=CC=C1)F (S)-1-(2-chloro-6-fluorobenzyl)-N-(3-fluoro-5-(2-hydroxyethoxy)benzyl)-3,4-dimethyl-2-oxo-1,2,3,4-tetrahydro-quinazoline-7-carboxamide